C1(CC1)C=1SC(=CC1NC(NS(N([C@H]1CN(CCC1)C)C=1C=NN(C1)C)(=O)=O)=O)C 3-(2-Cyclopropyl-5-methylthiophene-3-yl)-1-[(1-methyl-1H-pyrazol-4-yl)[(3R)-1-methylpiperidin-3-yl]sulfamoyl]urea